C(C)(C)(C)C1=CC=C(C=C1)N1N=C(C2=C1C(N(CC2)C2=CC=CC=C2)=O)C(=O)O 1-(4-Tert-butylphenyl)-7-oxo-6-phenyl-4,5,6,7-tetrahydro-1H-pyrazolo[3,4-c]pyridine-3-carboxylic acid